ClC1=NC=C2C(=N1)N(N=C2NC=2C=C(C(=O)OCC)C=CC2F)C ethyl 3-((6-chloro-1-methyl-1H-pyrazolo[3,4-d]pyrimidin-3-yl)amino)-4-fluorobenzoate